[Br-].[Cl-].C(C)[NH+](C)C.C(C)[NH+](C)C ethyldimethylammonium chloride bromide